(1R,5S)-6-[5-[(5-oxopyrido[2,3-d]pyridazin-6-yl)methyl]-1,2,4-oxadiazol-3-yl]-3-azabicyclo[3.1.0]hexane-3-carboxylic acid tert-butyl ester C(C)(C)(C)OC(=O)N1C[C@H]2C([C@H]2C1)C1=NOC(=N1)CN1N=CC2=C(C1=O)C=CC=N2